C1(=CC=CC=C1)C(N1[C@@H]([C@H](C1)[C@@H](C(=O)OC)S(=O)(=O)C)C)C1=CC=CC=C1 methyl (S)-2-((2R,3S)-1-diphenylmethyl-2-methylazetidine-3-yl)-2-(methanesulfonyl)acetate